ClC=1C(=NC(=NC1)NC=1C=C(C(=C2CCCOC12)N1CCN(CC1)C)Cl)NC=1C(=NC=CC1)N1C(CCC1)=O 1-(3-((5-chloro-2-((6-chloro-5-(4-methylpiperazin-1-yl)chroman-8-yl)amino)pyrimidin-4-yl)amino)pyridin-2-yl)pyrrolidin-2-one